3-(1-benzyl-1H-pyrazol-4-yl)-6-{8-[(7-chloro-1,3-benzothiazol-2-yl)carbamoyl]-3,4-dihydroisoquinolin-2(1H)-yl}pyridine-2-carboxylic acid C(C1=CC=CC=C1)N1N=CC(=C1)C=1C(=NC(=CC1)N1CC2=C(C=CC=C2CC1)C(NC=1SC2=C(N1)C=CC=C2Cl)=O)C(=O)O